tert-butyl (2S,3S)-3-amino-2-(3-bromo-2-fluorobenzyl)piperidine-1-carboxylate N[C@@H]1[C@@H](N(CCC1)C(=O)OC(C)(C)C)CC1=C(C(=CC=C1)Br)F